BrC=1C=C(SC1C)[Si](C)(C)C (4-bromo-5-methylthien-2-yl)trimethylsilane